7-(3,5-dimethyl-1H-pyrazol-4-yl)-1-(2-morpholinoethyl)-3-(3-(naphthalen-1-yloxy)propyl)-1H-indole-2-carboxylic acid CC1=NNC(=C1C=1C=CC=C2C(=C(N(C12)CCN1CCOCC1)C(=O)O)CCCOC1=CC=CC2=CC=CC=C12)C